Aluminium tris(8-Hydroxy-chinolin) OC=1C=CC=C2C=CC=NC12.OC=1C=CC=C2C=CC=NC12.OC=1C=CC=C2C=CC=NC12.[Al]